F[C@@H]1C[C@H](N(C1)C(CC1=CC=NN1C)=O)C(=O)N[C@H](C1=CC=C(C=C1)C(C)C)C1=CC=CC=C1 |&1:1| (2S,4RS)-4-fluoro-1-[2-(1-methyl-1H-pyrazol-5-yl)acetyl]-N-[(S)-phenyl[4-(propan-2-yl)phenyl]methyl]pyrrolidine-2-carboxamide